F[C@H]1C(C2=C(NC=3N=CC=CC3[C@]2(C2=CC(=CC=C2)C2=C(C=NC=C2)CC(F)(F)F)C)CC1(C)C)=O (5R,7R)-7-fluoro-5,8,8-trimethyl-5-[3-[3-(2,2,2-trifluoroethyl)-4-pyridyl]phenyl]-9,10-dihydro-7H-benzo[b][1,8]naphthyridin-6-one